4-hydroxy-N-(((S)-1-(4-methylthiazol-5-yl)phenyl)ethyl)pyrrolidine-2-carboxamide OC1CC(NC1)C(=O)NCC[C@]1(CC=CC=C1)C1=C(N=CS1)C